C[C@@H]1CN=C2N1C1=CC=C(C=C1C(N2CC2CN(C(C2)=O)C)=O)S(=O)(=O)NC2(CC2)C (1R)-1-methyl-4-[(1-methyl-5-oxopyrrolidin-3-yl)methyl]-N-(1-methylcyclopropyl)-5-oxo-1H,2H-imidazo[1,2-a]quinazoline-7-sulfonamide